8-(1,3,4-oxadiazol-2-yl)-4-(perfluoroethyl)-2-(trifluoromethyl)imidazo[1,2-a][1,8]naphthyridine-9-carbonitrile O1C(=NN=C1)C=1N=C2N(C=3N=C(C=C(C3C=C2)C(C(F)(F)F)(F)F)C(F)(F)F)C1C#N